N-((5-cyclohexyl-5,6,7,8-tetrahydro-4H-pyrazolo[1,5-a][1,4]diazepin-2-yl)methyl)-3-hydroxy-4-methylbenzamide C1(CCCCC1)N1CC=2N(CCC1)N=C(C2)CNC(C2=CC(=C(C=C2)C)O)=O